Cl.ClC1=C(C(=CC=C1Cl)F)C1(CNCC1)NC1=CC=C2C3(C(N(C2=C1)C)=O)CCC3 6'-((3-(2,3-dichloro-6-fluorophenyl)pyrrolidin-3-yl)amino)-1'-methylspiro[cyclobutane-1,3'-indolin]-2'-one hydrochloride